CC=1C=C(C=2N(C(C(=C(N2)N2CCCCC2)C(F)(F)F)=O)C1)[C@@H](C)NC1=C(C(=O)O)C=CC=C1 (R)-2-((1-(7-methyl-4-oxo-2-(piperidin-1-yl)-3-(trifluoromethyl)-4H-pyrido[1,2-a]pyrimidin-9-yl)ethyl)amino)benzoic acid